FC(C1=CC=C(C=C1)[13C]=1[Se]C(=CC1)C1=CC=C(C=C1)C(F)(F)F)(F)F 2,5-bis(4-(trifluoromethyl)phenyl)selenophene-13C